2-Ethyl-5-[1-(2-fluoro-6-methylphenyl)-piperidin-4-yl]-7-(2-trifluoromethyl-benzyl)-2,4,5,7-tetrahydro-pyrazolo[3,4-d]pyrimidin-6-one C(C)N1N=C2N(C(N(CC2=C1)C1CCN(CC1)C1=C(C=CC=C1C)F)=O)CC1=C(C=CC=C1)C(F)(F)F